6-(4-chlorophenyl)-1-phenyl-4-(2,2,2-trifluoroethyl)hex-5-yn-1-one ClC1=CC=C(C=C1)C#CC(CCC(=O)C1=CC=CC=C1)CC(F)(F)F